Cl.CN(CC(=O)O)C N,N-dimethylglycinate hydrochloride